BrCC1=CC=C(C=C1)C1=C(C=CC=C1)C#N 4-bromomethyl-2'-cyanobiphenyl